1-isopropyl-5-methyl-3-(4-isopropylphenyl)-pyrazole-4-ol C(C)(C)N1N=C(C(=C1C)O)C1=CC=C(C=C1)C(C)C